1-(4-(4-(1-Cyclopropyl-2-(4-(methylsulfonyl)phenyl)-1H-pyrrolo[3,2-c]pyridin-6-yl)benzyl)piperazin-1-yl)-2-methylpropan-2-ol C1(CC1)N1C(=CC=2C=NC(=CC21)C2=CC=C(CN1CCN(CC1)CC(C)(O)C)C=C2)C2=CC=C(C=C2)S(=O)(=O)C